OCCOC(C=C)=O.FC1=C(OC2=C(C=C(C=C2)NS(=O)(=O)CC)C2=CN(C(C3=CC=NC=C23)=O)C)C=CC(=C1)F N-[4-(2,4-difluorophenoxy)-3-(2-methyl-1-oxo-2,6-naphthyridin-4-yl)phenyl]ethanesulfonamide (2-hydroxyethyl)acrylate